N1(CCCC1)C=1C=C(C=NC1)S(=O)(=O)C1=CC=C(C=C1)CNC(=O)C=1C=CC=2N(C1)C=CN2 N-({4-[5-(pyrrolidin-1-yl)pyridine-3-sulfonyl]phenyl}methyl)imidazo[1,2-a]pyridine-6-carboxamide